N-(4-((R)-3-((5-chloro-4-(1H-indol-3-yl)pyrimidin-2-yl)amino)piperidin-1-yl)butyl)-2-((2-(2,6-dioxopiperidin-3-yl)-1,3-dioxoisoindolin-4-yl)oxy)acetamide ClC=1C(=NC(=NC1)N[C@H]1CN(CCC1)CCCCNC(COC1=C2C(N(C(C2=CC=C1)=O)C1C(NC(CC1)=O)=O)=O)=O)C1=CNC2=CC=CC=C12